3-(1-Trifluoromethyl-cyclobutylmethoxy)-pyrazole-1-carboxylic acid tert-butyl ester C(C)(C)(C)OC(=O)N1N=C(C=C1)OCC1(CCC1)C(F)(F)F